(E)-N-(4-(3-chloro-4-fluorophenyl)-5-phenylthiazol-2-yl)-5-((2-hydroxy-3-methoxybenzylidene)amino)-3-methylpyridine-2-sulfonamide ClC=1C=C(C=CC1F)C=1N=C(SC1C1=CC=CC=C1)NS(=O)(=O)C1=NC=C(C=C1C)/N=C/C1=C(C(=CC=C1)OC)O